ethyl 5-(3-cyanobenzyl)-4H-1,2,4-triazole-3-carboxylate C(#N)C=1C=C(CC=2NC(=NN2)C(=O)OCC)C=CC1